Cl.C(#N)C[C@H]1CN(CCN1)C1=NC(=C(C=2CN(CCC12)C1=CC=CC2=CC=CC=C12)C#N)OC[C@H]1N(CCC1)C 1-((S)-3-(cyanomethyl)piperazin-1-yl)-3-(((S)-1-methylpyrrolidin-2-yl)methoxy)-6-(naphthalen-1-yl)-5,6,7,8-tetrahydro-2,6-naphthyridine-4-carbonitrile hydrochloride